[N-](S(=O)(=O)C(F)(F)C(F)(F)F)S(=O)(=O)C(F)(F)C(F)(F)F.[Li+] lithium bis(perfluoroethanesulfonyl)imide